[4-methoxy-7-(1-pyridin-2-ylmethyl-1H-pyrazol-4-yl)-thiazolo[4,5-c]pyridin-2-yl]-amid COC1=NC=C(C2=C1N=C(S2)[NH-])C=2C=NN(C2)CC2=NC=CC=C2